CC1(CCC=CCCC1)C(=O)NCC(=O)O 1-methylcyclooct-4-ene-1-carbonyl-glycine